2-[(E)-2-(aminomethyl)-3-fluoro-allyl]-4-[6-[(E)-2-(3-methyl-1,2-dihydroimidazo[4,5-b]pyridin-6-yl)vinyl]-2-pyridyl]-1,2,4-triazol-3-one hydrochloride Cl.NC/C(/CN1N=CN(C1=O)C1=NC(=CC=C1)\C=C\C=1C=C2C(=NC1)N(CN2)C)=C\F